tert-butyl 2-bromo-4,6,7,8-tetrahydro-5H-thieno[3,2-c]azepine-5-carboxylate BrC1=CC=2CN(CCCC2S1)C(=O)OC(C)(C)C